2-(5-chloro-2-((4-methoxybenzyl)amino)pyridin-4-yl)propan-2-ol ClC=1C(=CC(=NC1)NCC1=CC=C(C=C1)OC)C(C)(C)O